(5S,8S,10aR)-N-benzhydryl-5-((S)-2-(methylamino)propionamido)-3-(3-methylbutyryl)-6-oxodecahydropyrrolo[1,2-a][1,5]diazocine-8-carboxamide C(C1=CC=CC=C1)(C1=CC=CC=C1)NC(=O)[C@@H]1CC[C@H]2N1C([C@H](CN(CC2)C(CC(C)C)=O)NC([C@H](C)NC)=O)=O